methyl 2-chloro-3-(3-fluoro-1H-pyrazol-4-yl)benzoate ClC1=C(C(=O)OC)C=CC=C1C=1C(=NNC1)F